C(C)(C)N1CCN(CC1)C1=CC=C(C=C1)C1=CC2=C(C(=N1)OC)C=C(N2C)C2=CC=C(C=C2)S(=O)(=O)C 6-[4-(4-Isopropylpiperazin-1-yl)phenyl]-4-methoxy-1-methyl-2-(4-methylsulfonylphenyl)pyrrolo[3,2-c]pyridin